methyl-[3,4'-bipyridine]-3'-carboxamide CC1=NC=CC=C1C1=C(C=NC=C1)C(=O)N